BrC1=CC(=C(C=C1)OC)C12CC3CC(CC(C1)C3)C2 4-bromo-2-(1-adamantyl)anisole